C(C)(C)OC=1N=C2N(C=CN=C2)C1 isopropoxyimidazo[1,2-a]pyrazine